ClC1=CC(=C(C=C1)C1=NC(=NC2=C1N=C(N(C2=O)C)C)C2=CN(OC=C2)C=2C=NN(C2)C)F 8-(4-chloro-2-fluorophenyl)-2,3-dimethyl-6-[(2S,4S)-2-(1-methyl-1H-pyrazol-4-yl)oxazin-4-yl]-3H,4H-pyrimido[5,4-d][1,3]diazin-4-one